NC1=C2C(=C3C(=N1)C=CS3)N(C(=N2)CCCC)CC2=CC=C(CN[C@@H]([C@@H](C)CC)C(=O)O)C=C2 (4-((4-amino-2-butyl-1H-imidazo[4,5-d]thieno[3,2-b]pyridin-1-yl)methyl)benzyl)-L-isoleucine